BrC=1N=C(C(=NC1)OC1CN(CC1)C(=O)OC(C)(C)C)OC tert-butyl 3-[(5-bromo-3-methoxypyrazin-2-yl)oxy]pyrrolidine-1-carboxylate